1-bromomethyl-3-methylbenzene BrCC1=CC(=CC=C1)C